N1=NN(C2=NC=CC=C21)C2=CC(=C(C(=O)O)C(=C2)F)F 4-(3H-[1,2,3]triazolo[4,5-b]pyridin-3-yl)-2,6-difluorobenzoic acid